androstane-1,4,6-triene-3,17-dione C[C@@]12C(CC[C@H]1[C@@H]1C=CC3=CC(C=C[C@]3(C)[C@H]1CC2)=O)=O